3-Hydroxy-5-(3-m-fluorophenylisoxazol-5-yl)picolinoyl-glycine OC=1C(=NC=C(C1)C1=CC(=NO1)C1=CC(=CC=C1)F)C(=O)NCC(=O)O